2-(phenylsulfonyl)-1-(m-tolyl)ethan-1-amine C1(=CC=CC=C1)S(=O)(=O)CC(N)C=1C=C(C=CC1)C